COC(C1=C(N=C(C=C1)Cl)NC(C1=C(C(=CC=C1)Br)C)=O)=O (3-bromo-2-methylbenzamido)-6-chloronicotinic acid methyl ester